methyl 4-methoxy-2,3,5-trimethylbenzoate COC1=C(C(=C(C(=O)OC)C=C1C)C)C